N[C@@H]1CN(C[C@H]1F)C(=O)OC(C)(C)C tert-butyl (3R,4R)-3-amino-4-fluoro-pyrrolidine-1-carboxylate